tert-butyl (1-(5-bromo-6-(4-cyano-3-fluorophenyl)-4-methoxy pyridin-2-yl)piperidin-4-yl)carbamate BrC=1C(=CC(=NC1C1=CC(=C(C=C1)C#N)F)N1CCC(CC1)NC(OC(C)(C)C)=O)OC